FC1=CC=C(C=C1)C1=CC=C(N1)C(=O)NC1=NC(=CC=C1)C1=NN=CN1C(C)C 5-(4-Fluorophenyl)-N-(6-(4-isopropyl-4H-1,2,4-triazol-3-yl)pyridin-2-yl)-1H-pyrrol-2-carboxamid